O=C1N(CCN1)CCNC(C=C)=O N-[2-(2-oxo-imidazolidin-1-yl)ethyl]prop-2-enamide